C(C)N1C(=NC2=C(C1=O)C=NN2)N2CCC1(CCN(C1)C1=NC(=NC(=C1)C(F)(F)F)C)CC2 5-ethyl-6-(2-(2-methyl-6-(trifluoromethyl)pyrimidin-4-yl)-2,8-diazaspiro[4.5]decan-8-yl)-1,5-dihydro-4H-pyrazolo[3,4-d]pyrimidin-4-one